C(CCCC)C1CCC(CC1)C1CCC(CC1)C1=CC=C(C=C1)O 4-(4'-pentyl-[1,1'-bicyclohexyl]-4-yl)phenol